N[C@H]1CN(C[C@@H](C1)F)C(=O)C1=CC2=C(N(C(=N2)C2=CC=3C(=NC(=CC3)C=3C=CC(=NC3)CO)N2CC2CC2)C)C(=C1)OC [5-(2-{5-[(3R,5R)-3-amino-5-fluoropiperidine-1-carbonyl]-7-methoxy-1-methyl-1H-1,3-benzodiazol-2-yl}-1-(cyclopropylmethyl)-1H-pyrrolo[2,3-b]pyridin-6-yl)pyridin-2-yl]methanol